(2S,3R,5R)-4-[[3-(3,4-difluoro-2-methoxy-phenyl)-5-methyl-5-(trifluoromethyl)tetrahydrofuran-2-carbonyl]amino]-1-oxo-pyridin-1-ium-2-carboxamide FC=1C(=C(C=CC1F)[C@@H]1C(O[C@](C1)(C(F)(F)F)C)C(=O)NC1=C[C@H]([N+](C=C1)=O)C(=O)N)OC